Lithium-Beryllium [Be].[Li]